4-(dihydroxyboranyl)pyridine-3-carbonitrile OB(C1=C(C=NC=C1)C#N)O